2-Amino-4-(3-((R)-3-(2-(dimethylamino)ethoxy)pyrrolidin-1-yl)-5-fluoro-7,9-dihydrofuro[3,4-f]quinazolin-6-yl)-7-fluorothieno[3,2-c]pyridine-3-carbonitrile NC1=C(C=2C(=NC=C(C2S1)F)C=1C2=C(C=3C=NC(=NC3C1F)N1C[C@@H](CC1)OCCN(C)C)COC2)C#N